N1N=NN=C1C=1C=CC=C(C1)O 5-(1H-tetrazol-5-yl)phenol